NC=1N=C(C2=C(N1)C=CN(C2=O)CC2=C(C=C(C=C2)C(=O)N2CCNCC2)OC)NC(CCC)CCC 2-amino-4-(heptan-4-ylamino)-6-(2-methoxy-4-(piperazine-1-carbonyl)benzyl)pyrido[4,3-d]pyrimidin-5(6H)-one